9-Allyloxy-2-([1,4]dioxan-2-ylmethoxy)-6,7-dihydro-pyrimido[6,1-a]isoquinolin-4-one C(C=C)OC=1C=C2CCN3C(C2=CC1)=CC(=NC3=O)OCC3OCCOC3